2-Chlorostyrene sulfonium salt [SH3+].ClC1=C(C=C)C=CC=C1